C(C=C)(=O)OCC1C(OC1(F)F)(F)F 3-(acryloyloxymethyl)-2,2,4,4-tetrafluorooxetane